1-benzyl-3-methyl-2,5-dihydro-1H-pyrrole-2,5-dione C(C1=CC=CC=C1)N1C(C(=CC1=O)C)=O